(1r,3r)-ethyl 3-(3-methoxy-5-nitrophenoxy)cyclobutanecarboxylate COC=1C=C(OC2CC(C2)C(=O)OCC)C=C(C1)[N+](=O)[O-]